CCCCC/C=C\C/C=C\C=C\[C@H](C/C=C\CCCC(=O)O)O 8-hydroxyeicosatetraenoic acid